N1=CC(=CC=C1)C1=CC=2C(=NC=CC2S1)NC(C)=O N-(2-(pyridin-3-yl)thieno[3,2-c]pyridin-4-yl)acetamide